O=C1NC(CCC1C=1C=CC(=NC1)N1CCC(CC1)C(=O)N1CCC(CC1)C(=O)N1CCC(CC1)C=1SC(=C(N1)C=1C(=C(C=CC1)C(CC)S(=O)(=O)N)F)C1=NC=NC=C1)=O (3-(2-(1-(1-(1-(5-(2,6-dioxopiperidin-3-yl)pyridin-2-yl)piperidine-4-carbonyl)piperidine-4-carbonyl)piperidin-4-yl)-5-(pyrimidin-4-yl)thiazol-4-yl)-2-fluorophenyl)propane-1-sulfonamide